FC=1C=C(C=C(C1)F)CC=1C=C2C(=NNC2=CC1)NC(=O)C1=CC=C(C=C1)CC(=O)OC methyl 2-[4-[[5-[(3,5-difluorophenyl)methyl]-1H-indazol-3-yl]carbamoyl]phenyl]acetate